C(C)(C)N(C(=O)C1=CC=C(C=C1)S(=O)(=O)N1C[C@@H](CCC1)C(=O)OCC)C Ethyl (R)-1-((4-(isopropyl(methyl)carbamoyl)phenyl)sulfonyl)piperidine-3-carboxylate